tert-butyl 2-{[(4-{3-[(3-fluoro-2-methoxyphenyl)amino]-4-oxo-1H,5H,6H,7H-pyrrolo[3,2-c]pyridin-2-yl}pyridin-3-yl)oxy]methyl}azetidine-1-carboxylate FC=1C(=C(C=CC1)NC1=C(NC2=C1C(NCC2)=O)C2=C(C=NC=C2)OCC2N(CC2)C(=O)OC(C)(C)C)OC